(E)-N-(2-Benzoylisoindolin-4-yl)-4-(dimethylamino)but-2-enamide C(C1=CC=CC=C1)(=O)N1CC2=CC=CC(=C2C1)NC(\C=C\CN(C)C)=O